C1=CC=CC=2C3=CC=CC=C3C(C12)COC(=O)N[C@H](C(=O)O)CC1=CC=C(C=C1)C12CC(C1)(C2)C(=O)OC(C)(C)C (S)-2-((((9H-Fluoren-9-yl)methoxy)carbonyl)amino)-3-(4-(3-(tertbutoxycarbonyl)bicyclo[1.1.1]pentan-1-yl)phenyl)propanoic acid